CC1=C(C=CC=C1C)C1=C(C=2N=C(N=C(C2C=N1)N1C[C@H]2CC[C@@H](C1)N2C(=O)OC(C)(C)C)OCC21CCCN1CCC2)F tert-butyl (1R,5S)-3-(7-(2,3-dimethylphenyl)-8-fluoro-2-((tetrahydro-1H-pyrrolizin-7a(5H)-yl)methoxy)pyrido[4,3-d]pyrimidin-4-yl)-3,8-diazabicyclo[3.2.1]octane-8-carboxylate